COC(=O)[C@@H]1OC2=CC=C(C=C2CC1)F (R)-6-fluoro-chroman-2-carboxylic acid methyl ester